C(C)(C)C1=CC=CC=C1N(C)C 6-isopropyl-dimethylaniline